Cl.BrC1=C2CCNCC2=CC(=C1)F 5-bromo-7-fluoro-1,2,3,4-tetrahydroisoquinoline HCl